diketopiperidine C1CC(=O)C(=O)NC1